sodium methyl pentachlorostearate ClC(C(C(C(=O)OC)(Cl)Cl)(Cl)Cl)CCCCCCCCCCCCCC.[Na]